C(CCCCCCCC)(=O)NCC(=O)O N-nonanoyl-glycine